5-bromo-3-[tert-butoxycarbonyl(methyl)amino]-3,4-dihydro-2H-thieno[3,4-b]pyran-7-carboxylic acid BrC=1SC(=C2OCC(CC21)N(C)C(=O)OC(C)(C)C)C(=O)O